C(C)C1(CCC=2C1=NC(=CC2)NC2=NC(=NC=C2C#N)NC2=CC=C(C=C2)N2C1CN(C(C2)CC1)C)O 4-[(7-ethyl-7-hydroxy-5,6-dihydrocyclopenta[b]pyridin-2-yl)amino]-2-[4-(5-methyl-2,5-diazabicyclo[2.2.2]octan-2-yl)anilino]pyrimidine-5-carbonitrile